benzyl 4-[tert-butoxycarbonyl(cyclopropylmethyl)amino]-piperidine-1-carboxylate C(C)(C)(C)OC(=O)N(C1CCN(CC1)C(=O)OCC1=CC=CC=C1)CC1CC1